O=C[C@@H](O)[C@@H](O)[C@H](O)[C@H](O)C(=O)O.[SiH3]O.ClC=1C=CC(=C(C1)CC(=O)NC=1C=C(C(=O)NC2(COCC2)CO)C=CC1)O 3-[[2-(5-Chloro-2-hydroxy-phenyl)acetyl]amino]-N-[3-(hydroxymethyl)tetrahydrofuran-3-yl]benzamide silanol-mannuronate